C(#CC)C1=NN2C(=NC=3NC=NC3C2=N1)N 8-(prop-1-yn-1-yl)-3H-[1,2,4]triazolo[5,1-i]purin-5-amine